(S)-N-(8,9-difluoro-6-oxo-1,2,3,4,5,6-hexahydrobenzo[c][1,7]naphthyridin-1-yl)-N-methylisoindoline-2-carboxamide FC=1C(=CC2=C(C(NC=3CNC[C@H](C23)N(C(=O)N2CC3=CC=CC=C3C2)C)=O)C1)F